6-(4-(4-chlorobenzyl)-2,5-dimethylthiophene-3-carboxamido)spiro[3.3]heptane-2-carboxylic acid ClC1=CC=C(CC=2C(=C(SC2C)C)C(=O)NC2CC3(CC(C3)C(=O)O)C2)C=C1